3-(3,4-difluoro-2-methoxyphenyl)-5,5-dimethyltetrahydrothiophene FC=1C(=C(C=CC1F)C1CSC(C1)(C)C)OC